iodobenzimidazole IC=1NC2=C(N1)C=CC=C2